4,5-dichloro-2-[2-oxa-7-azaspiro[3.5]nonan-7-ylmethyl]phenol ClC1=CC(=C(C=C1Cl)O)CN1CCC2(COC2)CC1